ClC1=CC=NC2=CC=NC=C12 4-chloro-[1,6]naphthyridine